(S)-3-(trifluoromethyl)-6a,7,9,10-tetrahydropyrazino[1,2-d]pyrido[3,2-b][1,4]thiazin FC(C1=CC=2SC[C@H]3N(C2N=C1)CCNC3)(F)F